ClC1=NC=C(C(=C1)NC1CN(C1)C(=O)OC(C)(C)C)C=O tert-butyl 3-[(2-chloro-5-formyl-4-pyridyl)amino]azetidine-1-carboxylate